CN1C2=CC=CC=C2C=2C=CC(=CC12)C=1N=NNC1C(=O)O 4-(9-methyl-9H-carbazol-2-yl)-1H-1,2,3-triazole-5-carboxylic acid